CC1CCC(CC1)C(=C)C 1-methyl-4-(1-methylvinyl)cyclohexane